BrC(F)(F)[Si](C)(C)C [bromo(difluoro)methyl]-trimethylsilane